C(C1=C(C(=CC(=C1)C(C)(C)CC(C)(C)C)N1N=C2C(=N1)C=CC=C2)O)C2=C(C(=CC(=C2)C(C)(C)CC(C)(C)C)N2N=C1C(=N2)C=CC=C1)O methylenebis[6-(benzotriazol-2-yl)-4-tert-octylphenol]